BrC=1SC=C(C1)OCCOCCOC 2-bromo-4-(2-(2-methoxyethoxy)ethoxy)thiophene